OC1=C(C(OC2=C1C=CC=C2)=O)C(=O)C=2SC1=C(C2)C=CC=C1 4-hydroxy-3-(benzothiophene-2-carbonyl)-2H-benzopyran-2-one